methyl (E)-3-(5-((1S,2R,4R)-N-((2-chloro-4-(1-methyl-1H-indazol-5-yl)phenyl)methyl-d)bicyclo[2.2.1]heptane-2-carboxamido)pyridin-3-yl)acrylate ClC1=C(C=CC(=C1)C=1C=C2C=NN(C2=CC1)C)C(N(C(=O)[C@H]1[C@H]2CC[C@@H](C1)C2)C=2C=C(C=NC2)/C=C/C(=O)OC)[2H]